O1CC(CC1)CS(=O)(=O)CCCN 3-(((tetrahydrofuran-3-yl)methyl)sulfonyl)propane-1-amine